C[O-].[K+].CC1(OB(OC1(C)C)C1=CC2=CC=C3C=C(C=C4C=CC(=C1)C2=C43)B4OC(C(O4)(C)C)(C)C)C 2,7-bis(4,4,5,5-tetramethyl-1,3,2-dioxaborolan-2-yl)pyrene Kalium methoxid